1-((1R,5S,6s)-6-(3-(4-chloro-3-fluorophenyl)-1,2,4-oxadiazol-5-yl)-3-azabicyclo[3.1.1]heptan-3-yl)-2-(1-methyl-1H-1,2,4-triazol-5-yl)ethan-1-one ClC1=C(C=C(C=C1)C1=NOC(=N1)C1[C@H]2CN(C[C@@H]1C2)C(CC2=NC=NN2C)=O)F